COC1=NC=C(C=C1S(=O)(=O)Cl)NC(=O)C=1OC(=CN1)C1=CC=CC=C1 2-methoxy-5-(5-phenyloxazole-2-carboxamido)pyridine-3-sulfonyl chloride